C1(CCCCC1)P(C=1NC=CN1)C1CCCCC1 2-(dicyclohexylphosphino)imidazole